(7S)-2-(((1-((5-fluoro-6-methylpyridin-3-yl)methyl)-1H-pyrazol-4-yl)methyl)amino)-7-isopropyl-4,8-dimethyl-7,8-dihydropteridin-6(5H)-one FC=1C=C(C=NC1C)CN1N=CC(=C1)CNC1=NC=2N([C@H](C(NC2C(=N1)C)=O)C(C)C)C